C(C1CO1)N(C1=CC=C(C=C1)OCC1CO1)CC1CO1 N,N-Diglycidyl-4-glycidyloxyanilin